methyl 5-cyclohexyl-6-(trifluoromethyl)pyridine-2-carboxylate C1(CCCCC1)C=1C=CC(=NC1C(F)(F)F)C(=O)OC